CC=1C=C(C(N(C1)C1=CC=CC=C1)=O)C(=O)O 5-methyl-2-oxo-1-phenyl-1,2-dihydropyridine-3-carboxylic acid